5-{[2-(1-methyl-1H-imidazol-4-yl)ethyl]amino}-5-oxopentanoic acid CN1C=NC(=C1)CCNC(CCCC(=O)O)=O